N-[3-(3,5-dimethylisoxazol-4-yl)-4-[2-(7-oxo-1,4-oxazepan-4-yl)ethoxy]phenyl]cyclopropanecarboxamide CC1=NOC(=C1C=1C=C(C=CC1OCCN1CCOC(CC1)=O)NC(=O)C1CC1)C